ClC1=CC=C(CN2N=C(C=CC2=O)C2=CC=C(C=C2)OCCOC)C=C1 2-(4-chlorobenzyl)-6-(4-(2-methoxyethoxy)phenyl)pyridazin-3(2H)-one